CN1C=NC2=C1C=CC=C2C2=CC=C(C=C2)OCC2=NN(C=C2C2=CN=NC=C2)C 1-methyl-4-(4-{[1-methyl-4-(pyridazin-4-yl)-1H-pyrazol-3-yl]methoxy}phenyl)-1H-benzimidazole